6-(2-(6-((3r,5r)-3-amino-5-fluoropiperidine-1-carbonyl)-3-methylpyrazolo[1,5-a]pyridin-2-yl)-1-(cyclopropylmethyl)-1H-indol-6-yl)isoindolin-1-one N[C@H]1CN(C[C@@H](C1)F)C(=O)C=1C=CC=2N(C1)N=C(C2C)C=2N(C1=CC(=CC=C1C2)C2=CC=C1CNC(C1=C2)=O)CC2CC2